ClC1=C(C=CC=C1Cl)N1C(=NC(=C(C1=O)C(C)C)O)C 3-(2,3-dichlorophenyl)-6-hydroxy-2-methyl-5-(propan-2-yl)-3,4-dihydropyrimidin-4-one